cis-farnesyl-acetone C(C=C(C)CCC=C(C)CCC=C(C)C)CC(C)=O